2-(7-(diethylamino)-2-oxo-2H-chromen-3-yl)-4,5,6,7-tetrahydrobenzo[d]Thiazole-4-carboxylic acid ethyl ester C(C)OC(=O)C1CCCC2=C1N=C(S2)C=2C(OC1=CC(=CC=C1C2)N(CC)CC)=O